2,2-dimethylaminobutyric acid CNC(C(=O)O)(CC)NC